ClC=1C=C2COCCCC3=CC=CC=C3C=3C=CC(=C(NS(C(C1OC)=C2)(=O)=O)C3)F 15-chloro-21-fluoro-16-methoxy-11-oxa-18λ6-thia-19-azatetracyclo[18.3.1.113,17.02,7]pentacosa-1(24),2,4,6,13,15,17(25),20,22-nonaene 18,18-dioxide